COC1=C(C=CC(=C1)C)CN1N=C2N=C(N=C(C2=C1)N)C1=NSC=C1 2-[(2-methoxy-4-methylphenyl)methyl]-6-(1,2-thiazol-3-yl)-2H-pyrazolo[3,4-d]pyrimidin-4-amine